1-amino-5-fluoro-3-(6-(4-methylpiperazin-1-yl)-1H-benzo[d]imidazol-2-yl)quinolin-2(1H)-one NN1C(C(=CC2=C(C=CC=C12)F)C1=NC2=C(N1)C=C(C=C2)N2CCN(CC2)C)=O